NC1=NC=NN2C1=C(C=C2C2C[C@@H](N(C2)C(C=C)=O)COC)C#CC2=C(C(=CC(=C2)OC)OC)F 1-[(2R)-4-[4-amino-5-[2-(2-fluoro-3,5-dimethoxyphenyl)ethynyl]pyrrolo[2,1-f][1,2,4]triazin-7-yl]-2-(methoxymethyl)pyrrolidin-1-yl]prop-2-en-1-one